1-Bromo-3-methylnonane BrCCC(CCCCCC)C